4-(benzhydryloxy)piperidine palladium [Pd].C(C1=CC=CC=C1)(C1=CC=CC=C1)OC1CCNCC1